COC1[C@H]([C@H](C(C([C@H]1O)O)O)O)O (1R,4S,5S)-6-methoxycyclohexane-1,2,3,4,5-pentol